n-nonanesulfonic acid C(CCCCCCCC)S(=O)(=O)O